tert-butyl N-[2-[2-[2-[2-[2-[2-[2-[2-[2-[benzyl(methyl)amino]ethoxy]ethoxy] ethoxy]ethoxy] ethoxy]ethoxy]ethoxy]ethoxy]ethyl]-N-tert-butoxycarbonyl-carbamate C(C1=CC=CC=C1)N(CCOCCOCCOCCOCCOCCOCCOCCOCCN(C(OC(C)(C)C)=O)C(=O)OC(C)(C)C)C